trans-1,2-diaminomethyl-cyclobutane oxalate C(C(=O)O)(=O)O.NC[C@H]1[C@@H](CC1)CN